1-[[2-(difluoromethoxy)pyridin-4-yl]methyl]-3-[(1r,3r,5s)-6,6-difluoro-3-bicyclo[3.1.0]hexanyl]urea FC(OC1=NC=CC(=C1)CNC(=O)NC1C[C@H]2C([C@H]2C1)(F)F)F